C1(=CC=CC=C1)C(C(=O)O)(CC(=O)O)C1=CC2=C(OC3=C2C=CC=C3)C=C1 2-phenyl-2-(dibenzo[b,d]furan-2-yl)butanedioic acid